N-(4-(4-carbamoyl-5-((6-(trifluoromethyl)pyridin-2-yl)amino)-1H-pyrazol-3-yl)phenyl)-3-(3,5-difluorophenyl)piperidine-1-carboxamide C(N)(=O)C=1C(=NNC1NC1=NC(=CC=C1)C(F)(F)F)C1=CC=C(C=C1)NC(=O)N1CC(CCC1)C1=CC(=CC(=C1)F)F